3-CHLORO-3-TRIFLUOROMETHYL-2-PHENYL-2-PROPENAL ClC(=C(C=O)C1=CC=CC=C1)C(F)(F)F